(1S,5S)-8-hydroxy-2,2,5-trimethyl-7,9-dioxo-N-(2,4,6-trifluorobenzyl)-2,5,7,9-tetrahydro-1,6-methanopyrido[1,2-b][1,2,5]triazonine-10-carboxamide OC=1C(C(=CN2N3C(C=C[C@@H](N(C(C21)=O)C3)C)(C)C)C(=O)NCC3=C(C=C(C=C3F)F)F)=O